methyl (4S)-4-aminopentanoate hydrochloride Cl.N[C@H](CCC(=O)OC)C